6-bromo-8-ethenyl-7-fluoro-2-(trifluoromethyl)-3,4-dihydroquinazolin-4-one BrC=1C=C2C(NC(=NC2=C(C1F)C=C)C(F)(F)F)=O